1,1,3,3-tetramethyl-diphenyl-disilazane C[Si](N[Si](C)(C)C1=CC=CC=C1)(C)C1=CC=CC=C1